OC1=C(C(=O)[O-])C=CC=C1.[K+].C(C1=CC=CC=C1)(=O)[O-].[Na+].COC1=C(C(=O)NC2CCN(CC2)C)C=CC=C1 2-methoxy-N-(1-methylhexahydropyridin-4-yl)benzamide sodium benzoate potassium hydroxybenzoate